NCC1=CC=C(CN(C=2N=NC(=C3C2N(C(=N3)CCCC)C)N)C)C=C1 N7-(4-(aminomethyl)benzyl)-2-butyl-N7,1-dimethyl-1H-imidazo[4,5-d]pyridazine-4,7-diamine